Methyl-amine acetate C(C)(=O)O.CN